N-[2-amino-5-(2-thienyl)phenyl]-4-(methylsulfonimidoyl)benzamide NC1=C(C=C(C=C1)C=1SC=CC1)NC(C1=CC=C(C=C1)S(=O)(=N)C)=O